OC[C@@]1(O)[C@H](O)[C@@H](O)[C@H](O)CO1 alpha-D-sorbose